N(N)C1=NC(=NO1)C(C)(C)C1=CC=NC=C1 5-hydrazinyl-3-(2-(pyridin-4-yl)propan-2-yl)-1,2,4-oxadiazole